2-[2'-hydroxy-3',5'-bis(α,α-dimethylbenzyl)phenyl]-benzotriazole OC1=C(C(C)(C)C=2C=C(C=C(C2)N2N=C3C(=N2)C=CC=C3)C(C3=CC=CC=C3)(C)C)C=CC=C1